1-(2-chlorophenyl)-7-cyclopropyl-5-methoxyquinazolin-2,4(1H,3H)-dione ClC1=C(C=CC=C1)N1C(NC(C2=C(C=C(C=C12)C1CC1)OC)=O)=O